O1[C@@H]2[C@H]1CO[C@H]1CN(C[C@@H]12)C(=O)OC(C)(C)C |r| rac-tert-Butyl (1aR,3aR,6aS,6bS)-hexahydrooxireno[2',3':4,5]pyrano[2,3-c]pyrrole-5(2H)-carboxylate